4-((4-(benzo[d]thiazol-6-ylamino)-7-(3-methoxy-1-methyl-1H-pyrazol-4-yl)quinazolin-5-yl)oxy)tetrahydrofuran-3-ol S1C=NC2=C1C=C(C=C2)NC2=NC=NC1=CC(=CC(=C21)OC2C(COC2)O)C=2C(=NN(C2)C)OC